C(C1=CC=CC=C1)NC1=NC=CC(=C1)C1=C(N=C(S1)C1=CC=C(C=C1)S(=O)(=O)C)C1=CC(=CC=C1)C N-benzyl-N-[4-[4-(3-methylphenyl)-2-(4-methylsulfonylphenyl)-1,3-thiazol-5-yl]-2-pyridinyl]amine